FC1(CCN(CC1)C=1C2=C(N=CN1)NC(=C2)C2=CC=C(C=C2)NC(=O)C2CCNCC2)F N-(4-(4-(4,4-difluoropiperidin-1-yl)-7H-pyrrolo[2,3-d]pyrimidin-6-yl)phenyl)piperidine-4-carboxamide